1-(3-vinylphenyl)ethan-1-one C(=C)C=1C=C(C=CC1)C(C)=O